7-chloro-1H-pyrrolo[2,3-c]pyridine-2-carboxylic acid ethyl ester C(C)OC(=O)C1=CC=2C(=C(N=CC2)Cl)N1